N1S(NC(C12CNCCC2)=O)(=O)=O 2-thia-1,3,7-triazaspiro[4.5]decan-4-one 2,2-dioxide